rel-(R)-4-(5-(4-chloro-6-(trifluoromethyl)pyridin-2-yl)-5-(trifluoromethyl)-4,5-dihydroisoxazol-3-yl)-2-methyl-N-(2-oxo-2-((2,2,2-trifluoroethyl)amino)ethyl)benzamide ClC1=CC(=NC(=C1)C(F)(F)F)[C@]1(CC(=NO1)C1=CC(=C(C(=O)NCC(NCC(F)(F)F)=O)C=C1)C)C(F)(F)F |o1:11|